NC1=C(C(=NC=N1)C=1C(=C(C=C(C1)F)NC(=O)C=1C=C2COC3(C2=CC1F)CC3)C)OCCN(C(C=C)=O)C N-(3-(6-amino-5-(2-(N-methylacrylamido)ethoxy)pyrimidin-4-yl)-5-fluoro-2-methylphenyl)-6'-fluoro-3'H-spiro[cyclopropane-1,1'-isobenzofuran]-5'-carboxamide